N-[(2R,3'R)-1',3'-dimethyl-6-morpholino-spiro[3H-benzofuran-2,4'-piperidine]-5-yl]pyrazolo[1,5-a]pyrimidine-3-carboxamide CN1C[C@H]([C@@]2(CC1)OC1=C(C2)C=C(C(=C1)N1CCOCC1)NC(=O)C=1C=NN2C1N=CC=C2)C